1-(naphthalen-2-yl)-3-phenylurea C1=C(C=CC2=CC=CC=C12)NC(=O)NC1=CC=CC=C1